2-(4-(2-methoxyethoxy)phenyl)-4,4,5,5-tetramethyl-1,3,2-dioxaborolan COCCOC1=CC=C(C=C1)B1OC(C(O1)(C)C)(C)C